6-bromo-2-(methoxymethoxy)pyrazolo[1,5-a]pyridine BrC=1C=CC=2N(C1)N=C(C2)OCOC